FC1=C(C(=CC(=C1\C=C\C1=CC=CC=C1)F)C(C)C)O (E)-2,4-difluoro-6-isopropyl-3-styrylphenol